5-methyl-3-oxopyrrolidine-1-carboxylic acid tert-butyl ester C(C)(C)(C)OC(=O)N1CC(CC1C)=O